(2S,3S,4R,5R)-4-[[3-[4-(difluoromethyl)-3-fluoro-2-methoxy-phenyl]-4,5-dimethyl-5-(trifluoromethyl)-tetrahydrofuran-2-carbonyl]amino]pyridin-2-carboxamid FC(C1=C(C(=C(C=C1)[C@H]1[C@H](O[C@]([C@@H]1C)(C(F)(F)F)C)C(=O)NC1=CC(=NC=C1)C(=O)N)OC)F)F